OC=1C=C(C=CC1OC)/C=C/C(=O)C1=CC=C(C=C1)S(=O)(=O)N(C)C 4-[(E)-3-(3-Hydroxy-4-methoxyphenyl)prop-2-enoyl]-N,N-dimethylbenzenesulfonamide